(S)-tert-butyl 4-(6-chloro-7-(2-hydroxy-3-methoxy-phenyl)-1-(2-isopropyl-4-methylpyridin-3-yl)-2-oxo-1,2-dihydropyrido[2,3-d]pyrimidin-4-yl)-3-methylpiperazine-1-carboxylate ClC1=CC2=C(N(C(N=C2N2[C@H](CN(CC2)C(=O)OC(C)(C)C)C)=O)C=2C(=NC=CC2C)C(C)C)N=C1C1=C(C(=CC=C1)OC)O